ClC1=CC(=C(CBr)C=C1)F 4-chloro-2-fluorobenzyl bromide